C(C1=CC=CC=C1)N1CC(OCCC1)CN1CCC(CC1)C=1C=C(C=CC1)C 4-benzyl-2-{[4-(m-tolyl)piperidin-1-yl]methyl}-1,4-oxazepane